C(=O)O.C(#N)C=1C(=NC=C(C1C1=CC(=C(C=C1)C#N)F)C1=CC(=C(C=C1)OC)O)N1CCC(CC1)NCC1=C(C=C(C=C1)/C=C/C(=O)NO)C (E)-3-(4-(((1-(3-Cyano-4-(4-cyano-3-fluorophenyl)-5-(3-hydroxy-4-methoxyphenyl)pyridin-2-yl)piperidin-4-yl)amino)methyl)-3-methylphenyl)-N-hydroxyacrylamide formate